COC=1C=C(C(=O)N(C=2N(C=CN2)S(=O)(=O)C2=CC=CC=C2)C2=CC=CC=C2)C=C(C1OC)OC 3,4,5-trimethoxy-N-phenyl-N-(1-(benzenesulfonyl)-1H-imidazol-2-yl)benzamide